(5'-bromospiro[cyclohexane-1,3'-indolin]-1'-yl)(3-((3-methylpyrrolidin-1-yl)sulfonyl)phenyl)methanone BrC=1C=C2C3(CN(C2=CC1)C(=O)C1=CC(=CC=C1)S(=O)(=O)N1CC(CC1)C)CCCCC3